Z-5,5-dimethyl-7-(3-methylbicyclo[1.1.1]pentan-1-yl)-7-oxohept-2-enenitrile CC(C\C=C/C#N)(CC(=O)C12CC(C1)(C2)C)C